N,N-dibutylbenzotriazole-1-methylamine C(CCC)N(CN1N=NC2=C1C=CC=C2)CCCC